ethyl-2-propylprop-2-enoic acid C(C)C=C(C(=O)O)CCC